O=C1C=CNC2=NC=CC=C12 4-oxo-1,4-dihydro-1,8-naphthyridin